N-(6-bromo-3-oxo-2,3-dihydro-1H-inden-4-yl)acetamide BrC1=CC(=C2C(CCC2=C1)=O)NC(C)=O